[Sn].C(CC(O)(C(=O)O)CC(=O)O)(=O)O citric acid tin